O[C@@H](CNC(OC(C)(C)C)=O)C1=CC(=C(C=C1)O)[N+](=O)[O-] tert-butyl (R)-(2-hydroxy-2-(4-hydroxy-3-nitrophenyl)ethyl)carbamate